(R)-2-(1-(t-butoxycarbonyl)piperidin-3-yl)acetic acid C(C)(C)(C)OC(=O)N1C[C@H](CCC1)CC(=O)O